((1s,4s)-4-methoxycyclohexyl) acetate C(C)(=O)OC1CCC(CC1)OC